C(C)(C)(C)C1=C(C(=CC(=C1)C)C(C)(C)C)O 2,6-di(t-butyl)-4-methylphenol